dimethyl-oxopyridin CC1=C(C(NC=C1)=O)C